NC=1C(=NC(=C(N1)F)C1=CC=C(C=C1)N1CCN(CC1)CCCC(F)F)C=1C=C2C=C(NC(C2=C(C1)F)=O)C 6-(3-amino-6-(4-(4-(4,4-difluorobutyl)piperazin-1-yl)phenyl)-5-fluoropyrazin-2-yl)-8-fluoro-3-methylisoquinolin-1(2H)-one